4-amino-N,1-dimethyl-N-((3S)-5-(trifluoromethyl)-2,3-dihydro-furo[2,3-b]pyridin-3-yl)-1H-pyrazolo[4,3-c]quinoline-8-carboxamide NC1=NC=2C=CC(=CC2C2=C1C=NN2C)C(=O)N([C@@H]2COC1=NC=C(C=C12)C(F)(F)F)C